C(C1=CC=CC=C1)C1=NN=C(O1)[C@H](CC=1N=CNC1)N (S)-1-(5-benzyl-1,3,4-oxadiazol-2-yl)-2-(1H-imidazol-4-yl)ethane-1-amine